FC1=C2C=CN(C2=C(C=C1)C)C1=CC(=CC=C1)C=1C=NN(C1)CCO 4-fluoro-N-(3-(1-(2-hydroxyethyl)-1H-pyrazol-4-yl)phenyl)-7-methyl-1H-indole